2-dodecylmalonic acid potassium sodium salt [Na+].[K+].C(CCCCCCCCCCC)C(C(=O)[O-])C(=O)[O-]